S(=O)(=O)(O)[O-].[NH4+] ammonium hydrogen sulfate